1-cyano-N-(5-cyano-4-phenylthiazol-2-yl)-N-methylpyrrolidine-2-carboxamide C(#N)N1C(CCC1)C(=O)N(C)C=1SC(=C(N1)C1=CC=CC=C1)C#N